6,7,9-trimethoxynaphtho[2,3-c]furan-1(3H)-one COC1=CC2=CC3=C(C(OC3)=O)C(=C2C=C1OC)OC